COC=1C=CC=C2C=C(N(C12)S(=O)(=O)C1=CC=CC=C1)C=O 7-methoxy-1-(benzenesulfonyl)-1H-indole-2-carbaldehyde